zinc-cadmium telluride [Te-2].[Cd+2].[Zn+2].[Te-2]